2-((1S,2R)-1-(2-chlorophenyl)-1-(3-fluoro-1-methyl-1H-pyrazol-4-yl)propan-2-yl)-5-hydroxy-N-(isoxazol-4-yl)-1-methyl-6-oxo-1,6-dihydropyrimidine-4-carboxamide ClC1=C(C=CC=C1)[C@@H]([C@@H](C)C=1N(C(C(=C(N1)C(=O)NC=1C=NOC1)O)=O)C)C=1C(=NN(C1)C)F